[C@H]1([C@@H](O)[C@@H](O)[C@H](O)[C@H](O1)CO)OCCN(C(CN(C(CCCCC(=O)O)=O)CC(N(CCO[C@@H]1[C@@H](O)[C@@H](O)[C@H](O)[C@H](O1)CO)CCO[C@@H]1[C@@H](O)[C@@H](O)[C@H](O)[C@H](O1)CO)=O)=O)CCO[C@@H]1[C@@H](O)[C@@H](O)[C@H](O)[C@H](O1)CO 6-{bis[2-(bis{2-[(α-D-Mannopyranosyl)oxy]ethyl}amino)-2-oxoethyl]amino}-6-oxohexanoic acid